2-(6-chloro-3-nitropyridin-2-yl)-2-cyanoacetic acid tert-butyl ester C(C)(C)(C)OC(C(C#N)C1=NC(=CC=C1[N+](=O)[O-])Cl)=O